C(C)(C)(C)C=1C=C(C=C(C1O)C(C)(C)C)CCC(=O)C(C(N)(N)C(CCC1=CC(=C(C(=C1)C(C)(C)C)O)C(C)(C)C)=O)CCCC bis-(3-(3,5-di-tert-butyl-4-hydroxyphenyl)propionyl)hexanediamine